O=C1NC(CCC1N1C(C2=CC=C(C=C2C1=O)NCCOCCOC1=CC=C(C=C1)\C(=C(\CC)/C1=CC=CC=C1)\C1=CC=C(C=C1)O)=O)=O (Z)-2-(2,6-dioxopiperidin-3-yl)-5-((2-(2-(4-(1-(4-hydroxyphenyl)-2-phenylbut-1-en-1-yl)phenoxy)ethoxy)ethyl)amino)isoindoline-1,3-dione